O=C1NC(CCC1NC=1C=C(CN2CCC(CC2)N2N=C3C=C(C(=CC3=C2)NC(C2=CN=C(C=C2)C(F)(F)F)=O)C(C)(C)O)C=CC1)=O N-(2-(1-(3-((2,6-dioxopiperidin-3-yl)amino)benzyl)piperidin-4-yl)-6-(2-hydroxypropane-2-yl)-2H-indazol-5-yl)-6-(trifluoromethyl)nicotinamide